C1(CC1)C=1N(C=C(N1)C=1C=C(N)C=CC1)C 3-(2-cyclopropyl-1-methyl-1H-imidazol-4-yl)aniline